(4-chlorophenoxy)-2-trifluoromethyl-acetophenone ClC1=CC=C(OC(C(=O)C2=CC=CC=C2)C(F)(F)F)C=C1